C1(CCC1)C1C2=C(C(OC1)CN)SC=C2 (4-cyclobutyl-4,7-dihydro-5H-thieno[2,3-c]pyran-7-yl)methylamine